CC=1C=C(C(=O)OC)C(=CN1)NC methyl 2-methyl-5-(methylamino)isonicotinate